ClC1=C(C(=CC(=C1)C(C(C(F)(F)F)(F)F)(C(F)(F)F)F)C#N)NC(=O)C=1C=CC(=C(C1)NC(C1=C(C=C(C=C1)C#N)C)=O)C#N N-[5-[[2-chloro-6-cyano-4-[1,2,2,3,3,3-hexafluoro-1-(trifluoromethyl)propyl]phenyl]-carbamoyl]-2-cyano-phenyl]-4-cyano-2-methyl-benzamide